COC=1C=C(C=C(C1)OC)N1C(N(C2=C(C1)C=NC1=C2C=C(N1)C=1CCN(CC1)C)C)=O 3-(3,5-Dimethoxyphenyl)-1-methyl-8-(1-methyl-1,2,3,6-tetrahydropyridin-4-yl)-1,3,4,7-tetrahydro-2H-pyrrolo[3',2':5,6]pyrido[4,3-d]pyrimidin-2-one